3-Tert-butylperoxy-2-propan-2-ylphenol C(C)(C)(C)OOC=1C(=C(C=CC1)O)C(C)C